6-(N-(1-cyanocyclopropyl)sulfamoyl)-8-(4-(dimethylcarbamoyl)piperazin-1-yl)-N-(prop-2-yn-1-yl)imidazo[1,2-a]pyridine-3-carboxamide C(#N)C1(CC1)NS(=O)(=O)C=1C=C(C=2N(C1)C(=CN2)C(=O)NCC#C)N2CCN(CC2)C(N(C)C)=O